C(C)(C)(C)OC(=O)N1CC(C1)(CO)NS(=O)(=O)C=1C(=C(N(C1)C)C(=O)OCC)F ethyl 4-(N-(1-(tert-butoxycarbonyl)-3-(hydroxymethyl)azetidin-3-yl)sulfamoyl)-3-fluoro-1-methyl-1H-pyrrole-2-carboxylate